C1(CC1)C(C(C(=O)NC1=CC=C(C=C1)C=1C(=NNC1C)C)C1=NN=C(N1)C=1C(=NN(C1)C)C)C1CC1 3,3-dicyclopropyl-N-[4-(3,5-dimethyl-1H-pyrazol-4-yl)phenyl]-2-[5-(1,3-dimethylpyrazol-4-yl)-4H-1,2,4-triazol-3-yl]propanamide